Amphetamine hemisulfate S(=O)(=O)(O)O.NC(C)CC1=CC=CC=C1.NC(C)CC1=CC=CC=C1